N1CC(C1)N1C(N(C2=CC=C(C=C2C1=O)S(=O)(=O)NC1(CC1)C)CC1(CC1)C)=O 3-(azetidin-3-yl)-N-(1-methylcyclopropyl)-1-((1-methylcyclopropyl)methyl)-2,4-dioxo-1,2,3,4-tetrahydroquinazoline-6-sulfonamide